S(OC(CN=O)(C)C)([O-])(=O)=O sulfuric acid, nitroso-tert-butyl ester